COC=1C=2N(C=C(C1)C=1C=NN(C1C)C1CCNCC1)N=CC2C(F)(F)F 4-Methoxy-6-[5-methyl-1-(4-piperidyl)pyrazol-4-yl]-3-(trifluoromethyl)pyrazolo[1,5-a]pyridine